3-{N-[3-(dimethylamino)propyl]undecane-1-sulfonamido}dodecanoic acid CN(CCCN(S(=O)(=O)CCCCCCCCCCC)C(CC(=O)O)CCCCCCCCC)C